FC([C@H]1CN(CC1)C=1C=2N(N=C(C1)C=1C(NC(NC1)=O)=O)C=CN2)F (R)-5-(8-(3-(difluoromethyl)pyrrolidin-1-yl)imidazo[1,2-b]pyridazin-6-yl)pyrimidine-2,4(1H,3H)-dione